C(C)C1=CN(C2=CC=C(C=C12)N1CNCC=C1)C1CCN(CC1)CC1(CCNCC1)F 1-(3-Ethyl-1-(1-((4-fluoropiperidin-4-yl)methyl)piperidin-4-yl)-1H-indol-5-yl)dihydropyrimidine